C(C)(C)(C)OC(=O)N1CCC(CC1)C(=O)O 1-(tert-butoxycarbonyl)-4-piperidincarboxylic acid